4-pentylnonyl 8-[[7,7-dimethyl-8-oxo-8-(4-pentylnonoxy)octyl]-(2-pyrrolidin-1-ylacetyl) amino]-2,2-dimethyl-octanoate CC(CCCCCCN(CCCCCCC(C(=O)OCCCC(CCCCC)CCCCC)(C)C)C(CN1CCCC1)=O)(C(OCCCC(CCCCC)CCCCC)=O)C